2-(2-(phenylethynyl)phenyl)acetonitrile C1(=CC=CC=C1)C#CC1=C(C=CC=C1)CC#N